C[Si](OCCOC)(OCCOC)OCCOC Methyl-tris(methoxyethoxy)silan